FC(C(=O)O)(F)F.CC1(CC1)N methylcyclopropan-1-amine 2,2,2-trifluoroacetate